CC1=CC=CC(=N1)C1=C(N=CN1)C=1C=C2C=C(C=NC2=CC1)NC1CC(C1)C(=O)O[C@@H]1CN(CC1)C (S)-1-methylpyrrolidin-3-yl (1s,3r)-3-((6-(5-(6-methylpyridin-2-yl)-1H-imidazol-4-yl)quinolin-3-yl)amino)cyclobutane-1-carboxylate